2-[3-(2,3-dihydro-1H-pyrrolo[3,2-b]pyridin-7-yl)propyl]isoindoline-1,3-dione N1CCC2=NC=CC(=C21)CCCN2C(C1=CC=CC=C1C2=O)=O